2-fluoro-4-isobutyl-6-(1,2,3,6-tetrahydropyridin-4-yl)benzonitrile FC1=C(C#N)C(=CC(=C1)CC(C)C)C=1CCNCC1